ethyl 2-(2-cyanopropan-2-yl)isonicotinate C(#N)C(C)(C)C=1C=C(C(=O)OCC)C=CN1